NC1=NC=NN2C1=C(C=C2C=2C=C(C(=NC2)OC)C(=O)N[C@@H]2CN(C[C@@H]2F)C([C@@](C(F)(F)F)(C)O)=O)C 5-{4-amino-5-methylpyrrolo[2,1-f][1,2,4]triazin-7-yl}-N-[(3R,4S)-4-fluoro-1-[(2R)-3,3,3-trifluoro-2-hydroxy-2-methylpropanoyl]pyrrolidin-3-yl]-2-methoxypyridine-3-carboxamide